1-(3-((2-((3-ethyl-1-(1-isopropylpiperidin-4-yl)-1H-pyrazol-4-yl)amino)-5-(trifluoromethyl)pyrimidin-4-yl)amino)propyl)piperidin-2-one C(C)C1=NN(C=C1NC1=NC=C(C(=N1)NCCCN1C(CCCC1)=O)C(F)(F)F)C1CCN(CC1)C(C)C